3-((2-chlorobenzyl)oxy)-5-(1-(1-(3,3-dimethylbutyl)piperidin-4-yl)-1H-pyrazol-4-yl)pyridine ClC1=C(COC=2C=NC=C(C2)C=2C=NN(C2)C2CCN(CC2)CCC(C)(C)C)C=CC=C1